3-methyl-5-(N-(2-trifluoromethylbenzyl)-N-phenethylsulfamoyl)benzofuran-2-carboxylic acid ethyl ester C(C)OC(=O)C=1OC2=C(C1C)C=C(C=C2)S(N(CCC2=CC=CC=C2)CC2=C(C=CC=C2)C(F)(F)F)(=O)=O